methyl 4-(2-{[1-(3-chloro(2-pyridyl))-isopropyl]amino}pyrimidin-5-yl)thiophene-2-carboxylate ClC=1C(=NC=CC1)C(C)(C)NC1=NC=C(C=N1)C=1C=C(SC1)C(=O)OC